C(C1=CC=CC=C1)OC=1C=C2CC[C@@H]([C@@H](C2=CC1)C1=CC=C(C=C1)O)C1=CC=CC=C1 4-((1R,2S)-6-(benzyloxy)-2-phenyl-1,2,3,4-tetrahydro-naphthalen-1-yl)phenol